1-(2-(2-hydroxyethyl)phenyl)cyclopropane OCCC1=C(C=CC=C1)C1CC1